4-(ethylamino)cyclobut-3-ene-1,2-dione C(C)NC1=CC(C1=O)=O